ClC=1C(=NC(=C(C1Cl)Cl)Cl)C(=O)N 3,4,5,6-tetrachloropyridineformamide